7-(1-(3-(difluoromethyl)-1-(piperidin-4-yl)-1H-pyrazol-4-yl)-1H-1,2,3-triazol-4-yl)pyrrolo[1,2-b]pyridazine-3-formamide FC(C1=NN(C=C1N1N=NC(=C1)C1=CC=C2N1N=CC(=C2)C(=O)N)C2CCNCC2)F